(S)-4-(chlorocarbonyl)-3-methylpiperazine-1-carboxylic acid tert-butyl ester C(C)(C)(C)OC(=O)N1C[C@@H](N(CC1)C(=O)Cl)C